N-morpholinyl-3-p-tolylbut-3-ene N1(CCOCC1)CCC(=C)C1=CC=C(C=C1)C